(2R)-1-((5-(3,5-difluorophenyl)-6,7-dihydro-5H-pyrrolo[1,2-b][1,2,4]triazol-2-yl)amino)-1-oxopropan-2-yl 2-nitrobenzenesulfonate [N+](=O)([O-])C1=C(C=CC=C1)S(=O)(=O)O[C@@H](C(=O)NC=1N=C2N(N1)C(CC2)C2=CC(=CC(=C2)F)F)C